CNC(=O)C1=NC=C(C=C1)N1C(NC2=C1C(=CC=C2)C)=O n-methyl-5-(7-methyl-2-oxo-2,3-dihydro-1H-benzo[d]imidazol-1-yl)pyridinecarboxamide